C(C)OC(\C(=C/NC1=C2C=CNC2=CC(=C1)F)\C1=C(C(=O)OCC)C=C(C(=C1)OCF)OCF)=O ethyl 2-[(1Z)-3-ethoxy-1-[(6-fluoro-1H-indol-4-yl)amino]-3-oxoprop-1-en-2-yl]-4,5-bis(fluoromethoxy)benzoate